C(C)NS(=O)(=O)C=1C(C)=CC=CC1 N-ethyltoluene-2-sulfonamide